CC1=CC=C(CNC2CCCC=3C4=CC(=CC=C4NC23)C=2C=C3CNC(C3=CC2)=O)C=C1 5-(1-((4-methylbenzyl)amino)-2,3,4,9-tetrahydro-1H-carbazol-6-yl)isoindolin-1-one